The molecule is an organooxygen compound and an organonitrogen compound. It has a role as an anticoronaviral agent. It derives from an alpha-amino acid. COC1=CC=CC(=C1)C(C(=O)NCC2=CC=CO2)N(CC3=CC=CO3)C(=O)CN4C5=CC=CC=C5N=N4